1-({(5s,7s)-7-methyl-2-oxo-3-[3-(trifluoromethyl)-5-isoxazolyl]-1-oxa-3-azaspiro[4.5]dec-7-yl}methyl)-1H-benzimidazole-6-carbonitrile C[C@]1(C[C@]2(CN(C(O2)=O)C2=CC(=NO2)C(F)(F)F)CCC1)CN1C=NC2=C1C=C(C=C2)C#N